hydrazine-1-carbonyl-azoamide N(N)C(=O)[N-]N=N[NH-]